4-((3,4-Dichlorobenzyl)Oxy)Benzyl-2-(Ethylamino)Pentanamide ClC=1C=C(COC2=CC=C(CC(C(=O)N)(CCC)NCC)C=C2)C=CC1Cl